[Li].[Cu].[Al] Aluminum-copper-lithium